[3-(cyclopentylsulfamoylamino)-2,6-difluoro-phenyl]-[5-(2-methoxypyrimidin-5-yl)-1H-pyrrolo[2,3-b]pyridin-3-yl]methanone C1(CCCC1)NS(=O)(=O)NC=1C(=C(C(=CC1)F)C(=O)C1=CNC2=NC=C(C=C21)C=2C=NC(=NC2)OC)F